4-(6-isopropyl-5-(8-methoxy-[1,2,4]triazolo[1,5-a]pyridin-6-yl)-4H-pyrrolo[3,2-d]thiazol-2-yl)-N-(2-methoxy-2-methylpropyl)cyclohexan-1-amine C(C)(C)C1=C(NC2=C1N=C(S2)C2CCC(CC2)NCC(C)(C)OC)C=2C=C(C=1N(C2)N=CN1)OC